N1=CNC=2C=NC(=CC21)C(=O)O 3H-imidazo[4,5-c]pyridine-6-carboxylic acid